C(C)OC(=O)C1(CCCCC1)C(C(C1CCCCC1)OCC)=O 1-(ethoxycarbonyl)-1-(ethoxy(cyclohexyl)acetyl)cyclohexane